5-(1-(2-hydroxyethyl)hydrazino)picolinic acid methyl ester COC(C1=NC=C(C=C1)N(N)CCO)=O